COC1=C(C=CC(=C1)C=1N=C2N(C=CC(=C2)NC)C1)O 2-Methoxy-4-(7-methylamino-imidazo[1,2-a]pyridin-2-yl)-phenol